BrC1=C(C=2C(N(CC2C=C1)C1C(NC(CC1)=O)=O)=O)C#N 5-bromo-2-(2,6-dioxopiperidin-3-yl)-3-oxoisoindoline-4-carbonitrile